2-methyl-2-propanyl (3R)-3-amino-1-piperidinecarboxylate N[C@H]1CN(CCC1)C(=O)OC(C)(C)C